[Si](C)(C)(C(C)(C)C)OCC(CN)(F)F 3-((tert-butyldimethylsilyl)oxy)-2,2-difluoropropan-1-amine